((((2R,3S,4R,5R)-5-(5-chloro-7-((2-chlorobenzyl)(methyl)amino)-3H-[1,2,3]triazolo[4,5-d]pyrimidin-3-yl)-3,4-dihydroxytetrahydrofuran-2-yl)methoxy)methyl)phosphonic acid ClC=1N=C(C2=C(N1)N(N=N2)[C@H]2[C@@H]([C@@H]([C@H](O2)COCP(O)(O)=O)O)O)N(C)CC2=C(C=CC=C2)Cl